FC=1C=NC(=NC1)N1C[C@H]([C@H](CC1)C1C[C@H]2CC[C@@H](C1)N2[C@@H](C(=O)N)C(C)C)OC (R)-2-((1R,3S,5S)-3-((3S,4R)-1-(5-fluoropyrimidin-2-yl)-3-methoxypiperidin-4-yl)-8-azabicyclo[3.2.1]octan-8-yl)-3-methylbutanamide